C(C)(C)(C)OC(=O)N1CCOC2=C1C=CC=C2 3,4-dihydro-2H-1,4-benzoxazine-4-carboxylic acid tert-butyl ester